(Z)-2-(5-chloro-1-(4-(3-(4-hydroxyphenyl)propyl)benzylidene)-2-methyl-1H-inden-3-yl)acetic acid ClC=1C=C2C(=C(/C(/C2=CC1)=C/C1=CC=C(C=C1)CCCC1=CC=C(C=C1)O)C)CC(=O)O